ClC=1C=CC=2C(C3=CC=C(C=C3OC2C1)Cl)NC(=O)C1=CN=C(NC1=O)C(F)(F)F N-(3,6-dichloro-9H-xanthen-9-yl)-6-oxo-2-(trifluoromethyl)-1,6-dihydropyrimidine-5-carboxamide